CC1(OB(OC1(C)C)C=1CCC(CC1)C1=CC=CC=C1)C 4,4,5,5-tetramethyl-2-(1,2,3,6-tetrahydro-[1,1'-biphenyl]-4-yl)-1,3,2-dioxaborolane